CCCCCCCCCCCCCCCCCC1=CC(=CC(=C1)O)O The molecule is a 5-alkylresorcinol that is resorcinol which is substituted by a heptadecyl group at position 5. It is found in wheat bran. It has a role as an antineoplastic agent and a plant metabolite.